2-[2-(1,3-dioxoisoindolin-2-yl)ethyl]Cyclopropanecarboxylic acid ethyl ester C(C)OC(=O)C1C(C1)CCN1C(C2=CC=CC=C2C1=O)=O